[K].OC(CCCC)C1=C(C(=O)O)C=CC=C1 2-(alpha-hydroxypentyl)benzoic acid potassium